C=1(C(=CC=C2C=CC=CC12)C(=O)[O-])C(=O)[O-] Naphthalenedicarboxylate